3-(4-(benzyloxy)phenyl)propionamide C(C1=CC=CC=C1)OC1=CC=C(C=C1)CCC(=O)N